(R)-(5-(1-methyl-1H-pyrazol-3-yl)-1,3,4-oxadiazol-2-yl)(4-(4-methylpyrazolo[1,5-a]pyridin-2-yl)-6,7-dihydro-1H-imidazo[4,5-c]pyridin-5(4H)-yl)methanone CN1N=C(C=C1)C1=NN=C(O1)C(=O)N1[C@H](C2=C(CC1)NC=N2)C2=NN1C(C(=CC=C1)C)=C2